Cl.C(C)N1C(=CC2=CC=CC=C12)C1=NC2=C(N1C)C=CC(=C2)C(=O)N2C[C@@H](CCC2)N (3R)-1-{[2-(1-ethyl-1H-indol-2-yl)-1-methyl-1H-benzimidazol-5-yl]carbonyl}-3-piperidinamine hydrochloride salt